C(C=C)(=O)N1CC(C1)CN1C(C(=NC2=CC(=C(C=C12)Cl)C1=CC(=CC2=CC=CC=C12)O)N1CC(C1)N(C)C)=O 1-((1-acryloyl-azetidin-3-yl)methyl)-7-chloro-3-(3-(dimethylamino)azetidin-1-yl)-6-(3-hydroxynaphthalen-1-yl)quinoxalin-2(1H)-one